ClC=1C(=NC(=C(C1)Cl)C1=CC2=C(OC(O2)(F)F)C=C1Cl)C(=O)OC Methyl 3,5-dichloro-6-(6-chloro-2,2-difluorobenzo[d][1,3]dioxol-5-yl)picolinate